(S)-4-(((R)-2-methoxypropyl)(4-(5,6,7,8-tetrahydro-1,8-naphthyridin-2-yl)butyl)amino)-2-((6-methylthieno[3,2-d]pyrimidin-4-yl)amino)butanoic acid CO[C@@H](CN(CC[C@@H](C(=O)O)NC=1C2=C(N=CN1)C=C(S2)C)CCCCC2=NC=1NCCCC1C=C2)C